ClC=1C=C2C(=NC=NC2=C(C1)C(F)(F)F)N[C@@H](C)C1=NC=NN1C1=CC(=NC=N1)N1C(CCC1)=O 1-[6-[5-[(1S)-1-[[6-chloro-8-(trifluoromethyl)quinazolin-4-yl]amino]ethyl]-1,2,4-triazol-1-yl]pyrimidin-4-yl]pyrrolidin-2-one